CC(C=O)CCCCCCCCCCCCCCCCCCCCCCCCCCCC 2-methyl-1-triacontaneal